2-(1,2,3,6-tetrahydropyridin-4-yl)imidazo[2,1-b][1,3,4]thiadiazole N1CCC(=CC1)C1=NN2C(S1)=NC=C2